C(C)[Si](CCC(C=C)C)(CC)CC triethyl-3-methyl-4-penten-1-yl-silane